N[C@@H](C)C=1C=C(C=CC1)C1=CC(=CC(=C1)N1CC2(C1)COCC2)COC2=C(C=CC=C2)CC(=O)O (S)-2-(2-((3'-(1-aminoethyl)-5-(6-oxa-2-azaspiro[3.4]octan-2-yl)-[1,1'-biphenyl]-3-yl)methoxy)phenyl)acetic acid